2-(4-pyridyl)-5-naphthyl-thiophene N1=CC=C(C=C1)C=1SC(=CC1)C1=CC=CC2=CC=CC=C12